[K].[K].FC=1C=C(C=C(C1)F)CCOC(C)C=1C=C2NC1C=C1C=C(C(=N1)C=C1C=CC(N1)=CC=1C=CC(N1)=C2)C(C)OCCC2=CC(=CC(=C2)F)F 3,8-bis[1-(2-(3,5-difluorophenyl)ethoxy)ethyl]Porphyrin dipotassium salt